2-(2-Boc-hydrazino)-2-methyl-5-hexenoic acid C(=O)(OC(C)(C)C)NNC(C(=O)O)(CCC=C)C